tert-butyl N-[(1R)-1-[[6-(3-methoxy-4-methyl-phenoxy)-2-pyridyl]carbamoyl]propyl]carbamate COC=1C=C(OC2=CC=CC(=N2)NC(=O)[C@@H](CC)NC(OC(C)(C)C)=O)C=CC1C